ClC1=CC=C(C=C1)[C@H]1CC[C@H]2N(CCN(C2)C(=O)C2=C(C(=C(C=C2)F)C)Cl)C1 [(7R,9aR)-7-(4-chlorophenyl)-1,3,4,6,7,8,9,9a-octahydropyrido[1,2-a]pyrazin-2-yl]-(2-chloro-4-fluoro-3-methylphenyl)methanone